2-((S)-3-(2-((R)-1-hydroxyethyl)imidazo[4,5-d]Pyrrolo[2,3-b]Pyridin-1(6H)-yl)pyrrolidin-1-yl)-N-(2,2,2-trifluoroethyl)propionamide O[C@H](C)C1=NC=2C(=C3C(=NC2)NC=C3)N1[C@@H]1CN(CC1)C(C(=O)NCC(F)(F)F)C